C(C)(C)(C)N1C(C(CC1)NS(=O)(=O)CC)CC=1C=C(C=CC1)C1=C(C=CC=C1)OCCN1C(C2=CC=CC=C2C1=O)=O tert-butyl-2-((2'-(2-(1,3-dioxoisoindolin-2-yl)ethoxy)-[1,1'-biphenyl]-3-yl)methyl)-3-(ethylsulfonamido)pyrrolidine